FC1=C(C=C(C=C1)NC(=O)C=1C(=C(N(C1C)C)C(C(=O)N[C@@H](C(=O)O)C(C)(C)C)=O)C)C (R)-2-(2-(4-((4-fluoro-3-methylphenyl)carbamoyl)-1,3,5-trimethyl-1H-pyrrol-2-yl)-2-oxoacetamido)-3,3-dimethylbutanoic acid